C1(CC1)C1=NC=2N(C=C1)C=C(C(C2C2=CC=C(C=C2)OC(F)F)=O)C2=CC1=C3N(N=C1C=C2)CC2(N(C3)C)CC2 2-cyclopropyl-9-(4-(difluoromethoxy)phenyl)-7-(2'-methyl-1',2'-dihydro-4'H-spiro[cyclopropane-1,3'-pyrazino[1,2-b]indazole]-9'-yl)-8H-pyrido[1,2-a]pyrimidin-8-one